N1(CCOCC1)C1=CC=C(C=C1)/C=C/C(=O)C1=CC=C(C=C1)C1=CC=C(O1)C(=O)O 5-[4-[(E)-3-(4-Morpholin-4-ylphenyl)prop-2-enoyl]phenyl]furan-2-carboxylic acid